2-{[8-Fluoro-2-(1-fluoro-cyclopropyl)-4-(2-methoxy-3',4',5',6'-tetrahydro-2'H-[3,4']bipyridinyl-1'-yl)-quinazolin-6-yl]-methyl-amino}-ethanol FC=1C=C(C=C2C(=NC(=NC12)C1(CC1)F)N1CCC(CC1)C=1C(=NC=CC1)OC)N(CCO)C